NC=1C=C(C=NC1OCCCN1CCCCC1)C1=CC=2C3=C(C=NC2C=C1)N(C(C31CCC1)=O)C 8'-(5-Amino-6-(3-(piperidin-1-yl)propoxy)pyridin-3-yl)-3'-methylspiro[cyclobutane-1,1'-pyrrolo[2,3-c]quinolin]-2'(3'H)-one